FC1=C(C(=O)NN=C(CCC)CCC)C=CC=C1 2-fluoro-N'-(hept-4-ylidene)benzoyl-hydrazine